OCC(C(=O)O)=C alpha-(hydroxymethyl)acrylic acid